C1(CC1)N1N=CC(=C1)NC(=O)C=1C(N(C=CC1)C1=C(C=C(C=C1)F)OCC(F)(F)F)=O N-(1-cyclopropyl-1H-pyrazol-4-yl)-1-[4-fluoro-2-(2,2,2-trifluoroethoxy)phenyl]-2-oxo-1,2-dihydropyridine-3-carboxamide